N-((5-fluoro-2,3-dihydrobenzofuran-4-yl)methyl)-8-(2-(trifluoromethyl)imidazo[1,2-a]pyridin-8-yl)-[1,2,4]triazolo[4,3-c]pyrimidin-5-amine FC=1C=CC2=C(CCO2)C1CNC1=NC=C(C=2N1C=NN2)C=2C=1N(C=CC2)C=C(N1)C(F)(F)F